NC1=NC=CC2=C1N=C(N2C=2C=C(SC2)C(=O)N)CCCC 4-(4-amino-2-butyl-1H-imidazo[4,5-c]pyridin-1-yl)thiophene-2-carboxamide